5-bromo-N-(4-((6,7-dimethoxy-1,5-naphthyridin-4-yl)oxy)-3-fluorophenyl)-4-hydroxy-2-methylnicotinamide BrC=1C=NC(=C(C(=O)NC2=CC(=C(C=C2)OC2=CC=NC3=CC(=C(N=C23)OC)OC)F)C1O)C